(2R,3S)-2-[4-[(R)-amino(5-chloro-2-hydroxy-4-methylphenyl)methyl]Piperidine-1-carbonyl]Oxetane-3-ol N[C@H](C1CCN(CC1)C(=O)[C@@H]1OC[C@@H]1O)C1=C(C=C(C(=C1)Cl)C)O